2-Oxo-7-azaspiro[3.5]nonane-7-carboxylic acid tert-butyl ester C(C)(C)(C)OC(=O)N1CCC2(CC(C2)=O)CC1